ClC1=C(C=C2C=CN3C2=C1C(N(CC3)CC=3C(NC(=CC3OC)C)=O)=O)C=3C(=NN(C3C)C)C 10-chloro-2-((4-methoxy-6-methyl-2-oxo-1,2-dihydropyridin-3-yl)methyl)-9-(1,3,5-trimethyl-1H-pyrazol-4-yl)-3,4-dihydro-[1,4]diazepino[6,7,1-HI]indol-1(2H)-one